C(C)(C)(C)[Si](C1=CC=CC=C1)(C1=CC=CC=C1)OC1CC2C(C2C1)C=1N(N=C(C1)C(F)(F)F)C(C(F)F)C tert-butyl-[[6-[2-(2,2-difluoro-1-methyl-ethyl)-5-(trifluoromethyl)pyrazol-3-yl]-3-bicyclo[3.1.0]hexanyl]oxy]-diphenyl-silane